(R)-N-((1R,2R)-1-(4-cyclopropoxyphenyl)-1-hydroxy-3-(pyrrolidin-1-yl)propan-2-yl)-1-(6-fluoronaphthalen-2-yl)pyrrolidine-3-carboxamide C1(CC1)OC1=CC=C(C=C1)[C@H]([C@@H](CN1CCCC1)NC(=O)[C@H]1CN(CC1)C1=CC2=CC=C(C=C2C=C1)F)O